(2S,4R)-1-(2-(3-acetyl-5-(pyridazin-4-yl)-1H-indol-1-yl)acetyl)-N-(4,7-difluoro-2,3-dihydro-1H-inden-1-yl)-4-fluoropyrrolidine-2-carboxamide C(C)(=O)C1=CN(C2=CC=C(C=C12)C1=CN=NC=C1)CC(=O)N1[C@@H](C[C@H](C1)F)C(=O)NC1CCC2=C(C=CC(=C12)F)F